C(CC)O[Al](OCCC)OCCC trispropoxyaluminum